NC=1N=CC2=C(N1)C(=CN2)C=2C=C(C=CC2)C#CC(C(=O)N2CCCC2)(C)O 4-(3-(2-amino-5H-pyrrolo[3,2-d]pyrimidin-7-yl)phenyl)-2-hydroxy-2-methyl-1-(pyrrolidin-1-yl)but-3-yn-1-one